β-ethylethylene CCC=C